Methyl (S)-2-amino-3-(4-bromonaphthalen-1-yl)propanoate N[C@H](C(=O)OC)CC1=CC=C(C2=CC=CC=C12)Br